(hydroxy)methylcytosine OCNC1=NC(NC=C1)=O